9-(Decyloxy)-9-oxononanoic acid C(CCCCCCCCC)OC(CCCCCCCC(=O)O)=O